BrC1=C(C=CC=C1C)C1(CC1)NC(C1=C(C=CC(=C1)OCCN(C)C)C)=O N-(1-(2-Bromo-3-methylphenyl)cyclopropyl)-5-(2-(dimethylamino)ethoxy)-2-methylbenzamide